OCCOC1=C(C=CC=C1)C(C)(CC)C1=C(C=CC=C1)OCCO 2,2-bis{(2-hydroxyethoxy)phenyl}butane